5-(1,3-dioxacyclohex-en-2-yl)-4-[[4-(trifluoromethyl)phenyl]methoxy]pyrimidine O1C(OC=CC1)C=1C(=NC=NC1)OCC1=CC=C(C=C1)C(F)(F)F